BrC=1C=C(C=CC1)S(=O)(=O)NC(C)C1=CC=C(C=C1)Br 3-bromo-N-(1-(4-bromophenyl)ethyl)benzenesulfonamide